C(C)OC(=O)[C@H]1C[C@H](CC=2N1C(N(N2)CC=2C=NC(=CC2)C(F)(F)F)=O)C(F)(F)F |r| Ethyl-(5RS,7RS)-3-oxo-7-(trifluoromethyl)-2-{[6-(trifluoromethyl)pyridin-3-yl]methyl}-2,3,5,6,7,8-hexahydro[1,2,4]triazolo[4,3-a]pyridine-5-carboxylate